C1(CC1)OCC=1C=CC(=NC1)C(C(=O)N)(C)N1C[C@@H](C(CC1)(F)F)C1=CNC(C=C1)=O (5-(cyclopropoxymethyl)pyridin-2-yl)-2-((s)-4,4-difluoro-3-(6-oxo-1,6-dihydropyridin-3-yl)piperidin-1-yl)propanamide